N-t-butylpyrylamine C(C)(C)(C)NC1OC=CC=C1